N-methoxy-N-methyl-pyridine-3-carboxamide CON(C(=O)C=1C=NC=CC1)C